C(C(=O)OCCN(CC)CC)(=O)OCCN(CC)CC bis(N,N-diethylaminoethyl) ethanedioate